1,2-dicyclohexylethane-1,2-dione C1(CCCCC1)C(C(=O)C1CCCCC1)=O